rac-N-(2'-(5,5-difluorotetrahydro-2H-pyran-2-yl)-3-fluoro-[2,4'-bipyridin]-3'-yl)-5-fluoro-6-isopropoxynicotinamide FC1(CC[C@@H](OC1)C1=NC=CC(=C1NC(C1=CN=C(C(=C1)F)OC(C)C)=O)C1=NC=CC=C1F)F |r|